C1(=CC=CC=C1)CCCS phenylpropyl thiol